BrC1=CC=C(CC2C(=C(C3=CC=CC=C23)CC2=CC=C(C=C2)Br)C)C=C1 1,3-Bis(4-bromobenzyl)-2-methylindene